Rac-4-amino-7-chloro-N-methyl-N-((1R,4S)-1-methyl-7-(trifluoromethyl)isochroman-4-yl)imidazo[1,5-a]quinoxaline-8-carboxamide NC=1C=2N(C3=CC(=C(C=C3N1)Cl)C(=O)N([C@@H]1CO[C@@H](C3=CC(=CC=C13)C(F)(F)F)C)C)C=NC2 |r|